((S)-3-(2-Chloro-3-fluorophenyl)morpholino)-N-((R,E)-4-(methylsulfonyl)but-3-en-2-yl)pyrazine-2-carboxamide ClC1=C(C=CC=C1F)[C@H]1COCCN1C=1C(=NC=CN1)C(=O)N[C@H](C)\C=C\S(=O)(=O)C